methyl (((6-hydroxy-3'-methyl-4-pentyl-[1,1'-biphenyl]-2-yl)oxy)methyl)(4-nitrophenyl)carbamate OC1=CC(=CC(=C1C1=CC(=CC=C1)C)OCN(C(OC)=O)C1=CC=C(C=C1)[N+](=O)[O-])CCCCC